FC=1C=C(C=CC1)NC(=O)C1=NC(=NC=C1N1CCCCC1)SC N-(3-fluorophenyl)-2-(methylthio)-5-(piperidin-1-yl)pyrimidine-4-carboxamide